2-methyl-4-{[(1r,4r)-4-(trifluoromethyl)cyclohexyl]oxy}-6-[4-(trifluoromethyl)-1H-pyrrolo[3,2-c]pyridin-3-yl]pyrimidine CC1=NC(=CC(=N1)OC1CCC(CC1)C(F)(F)F)C1=CNC2=C1C(=NC=C2)C(F)(F)F